1-benzyl 2-methyl (2S,3R)-3-allyl-3-((dimethylamino)methyl)pyrrolidine-1,2-dicarboxylate C(C=C)[C@]1([C@H](N(CC1)C(=O)OCC1=CC=CC=C1)C(=O)OC)CN(C)C